C1=C(C=CC2=CC=CC=C12)S(=O)[O-].C[N+](CC1=CC=CC=C1)(C)C trimethylbenzyl-ammonium β-naphthalenesulphinate